BrC=1C=C2C(=C(C(=NC2=CC1)Cl)NC(CCCC)=O)NCCCCO[Si](C)(C)C(C)(C)C N-[6-bromo-4-[4-[tert-butyl-(dimethyl)silyl]oxybutylamino]-2-chloro-3-quinolyl]pentanamide